[Br-].[Br-].[Br-].[Br-].N1=C(C=CC=C1)CCCCOC=1C=C(C=C(C1)OCCCCC1=NC=CC=C1)N1C=2C=CC1=CC=1C=CC(=CC3=CC=C(N3C3=CC(=CC(=C3)OCCCCC3=NC=CC=C3)OCCCCC3=NC=CC=C3)C=C3C4=C(C(C2)=N3)C3=CC=CC=C3C=C4)N1 bis[3,5-bis(4-(pyridyl)butoxy)phenyl]naphthoporphine tetrabromide